FC1=C(COC2=CC=CC(=N2)C2CCN(CC2)CC2=NC=3C(=NC(=CC3)C(=O)O)N2C[C@H]2OCC2)C=CC(=C1)F 2-[(4-{6-[(2,4-difluorobenzyl)oxy]pyridin-2-yl}piperidin-1-yl)methyl]-3-[(2S)-oxetan-2-ylmethyl]-3H-imidazo[4,5-b]pyridine-5-carboxylic acid